ClC1=C(C=C(C=C1)[C@H](CO)O)C(F)(F)F (R)-1-(4-chloro-3-(trifluoromethyl)phenyl)ethane-1,2-diol